N1=C2C(OCC=C1)=NC=1C(=C2)C=CN1 pyrrolo[3',2':5,6]pyrido[2,3-b][1,4]oxazepin